3-(5-(((1S,2S)-2-((((1R,4S)-4-methoxycyclohexyl)methyl)amino)cyclopentyl)oxy)-1-oxoisoindolin-2-yl)piperidine-2,6-dione COC1CCC(CC1)CN[C@@H]1[C@H](CCC1)OC=1C=C2CN(C(C2=CC1)=O)C1C(NC(CC1)=O)=O